(3R,10S)-7-((S)-4-acryloyl-2-methylpiperazin-1-yl)-9-chloro-10-(2-fluoro-6-hydroxyphenyl)-3-(morpholinomethyl)-2,3-dihydro-5H-[1,4]oxazino[2,3,4-ij]quinazolin-5-one C(C=C)(=O)N1C[C@@H](N(CC1)C1=NC(N2C3=C(C(=C(C=C13)Cl)C1=C(C=CC=C1O)F)OC[C@H]2CN2CCOCC2)=O)C